cyclopenten C1=CCCC1